4-(3-(4-((5-(4-hydroxy-piperidin-1-yl)pyridin-2-yl)amino)-5-oxo-5,6-dihydro-1,6-naphthyridin-2-yl)phenyl)morpholin-3-one OC1CCN(CC1)C=1C=CC(=NC1)NC1=CC(=NC=2C=CNC(C12)=O)C=1C=C(C=CC1)N1C(COCC1)=O